(5R,8S)-2-(3-(5-((R)-3-hydroxy-1-methyl-2-oxopyrrolidin-3-yl)-1H-pyrazol-3-yl)phenyl)-6,7,8,9-tetrahydro-5H-5,8-epoxycyclohepta[d]pyrimidine-4-carboxamide O[C@@]1(C(N(CC1)C)=O)C1=CC(=NN1)C=1C=C(C=CC1)C=1N=C(C2=C(N1)C[C@@H]1CC[C@H]2O1)C(=O)N